tert-butyl-1-amino-9-oxo-3,6,13,16-tetraoxa-10-azanonadecane C(C)(C)(C)C(COCCOCCC(NCCOCCOCCC)=O)N